2-((5-(2-hydroxypyridin-4-yl)-1,3,4-thiadiazol-2-yl)methyl)-6-(2-(2,2,2-trifluoroethoxy)pyrimidin-5-yl)pyridazin-3(2H)-one OC1=NC=CC(=C1)C1=NN=C(S1)CN1N=C(C=CC1=O)C=1C=NC(=NC1)OCC(F)(F)F